ClCC1(CN(C1)CC1=CC(=C2CN(C(C2=C1)=O)C1=CC(=CC=C1)C1(COC1)[C@H](C1=NN=CN1C)F)C(F)(F)F)C (R)-6-((3-(chloromethyl)-3-methylazetidin-1-yl)methyl)-2-(3-(3-(fluoro(4-methyl-4H-1,2,4-triazol-3-yl)methyl)oxetan-3-yl)phenyl)-4-(trifluoromethyl)isoindolin-1-one